tert-butyl (S)-4-hydroxyisoxazolidine-2-carboxylate O[C@H]1CN(OC1)C(=O)OC(C)(C)C